((6-bromo-3-nitroquinolin-4-yl)amino)-N-isopropylbenzamide BrC=1C=C2C(=C(C=NC2=CC1)[N+](=O)[O-])NC1=C(C(=O)NC(C)C)C=CC=C1